IsoleucineaL N[C@@H]([C@@H](C)CC)C=O